CC1=CC=CC(=N1)OC1=CC=C(C=C1)C1CN(C1)C(=O)N1C[C@@H]2[C@@H](OCC(N2)=O)CC1 (4aR,8aS)-6-[3-[4-[(6-methyl-2-pyridinyl)oxy]phenyl]azetidine-1-carbonyl]-4,4a,5,7,8,8a-hexahydropyrido[4,3-b][1,4]oxazin-3-one